1-(6-bromo-2-oxo-1,2-dihydroquinoline-4-carbonyl)-N-(cyclohexylmethyl)-4-(3,4-dichlorophenyl)piperazine-2-carboxamide BrC=1C=C2C(=CC(NC2=CC1)=O)C(=O)N1C(CN(CC1)C1=CC(=C(C=C1)Cl)Cl)C(=O)NCC1CCCCC1